FC(C=1C=C(CC2=CC(=NC=C2)N2N=C(C=C2)C(=O)N)C=C(C1)F)F 1-(4-(3-(difluoromethyl)-5-fluorobenzyl)pyridin-2-yl)-1H-pyrazole-3-carboxamide